2-(5-((2,5-dichloropyrimidin-4-yl)ethynyl)-1-isopropyl-1H-imidazol-2-yl)ethane-1-one ClC1=NC=C(C(=N1)C#CC1=CN=C(N1C(C)C)CC=O)Cl